FC(C=1C=C(C=CC1)[C@@H](C)NC=1C2=C(N=C(N1)C)C=NC(=C2)N2CCN(CC2)C)F N-{(1R)-1-[3-(difluoromethyl)phenyl]ethyl}-2-methyl-6-(4-methylpiperazin-1-yl)pyrido[3,4-d]pyrimidin-4-amine